1-(3-dimethylaminopropyl)-3-ethylcarbodiimide iodate I(=O)(=O)O.CN(CCCN=C=NCC)C